ClC1=C2C(=NC(=C1)NC=1C(=CC(=NC1)C#N)CC)N(C=N2)C 5-[(7-chloro-3-methyl-imidazo[4,5-b]pyridin-5-yl)amino]-4-ethylpyridine-2-carbonitrile